FC(C=1N=C2N(N=CC3=C2C(CC3C(=O)NC3=CC(=NC=C3)C(F)(F)F)(C)C)C1)F 2-(difluoromethyl)-9,9-dimethyl-N-(2-(trifluoromethyl)pyridin-4-yl)-8,9-dihydro-7H-cyclopenta[d]imidazo[1,2-B]pyridazine-7-carboxamide